CN1C=CC2=CC(=CC=C12)CNC(=O)N1CC2(CC(C3=NC=CC=C3O2)=O)C1 N-[(1-methyl-1H-indol-5-yl)methyl]-4'-oxo-3',4'-dihydrospiro[azetidine-3,2'-pyrano[3,2-b]pyridine]-1-carboxamide